C1(=CC=CC=C1)COC(=O)N1C(CCCC1)C#CC1=CC=CC=2N(C(N(C21)C)=O)C2C(NC(CC2)=O)=O {2-[1-(2,6-Dioxopiperidin-3-yl)-3-methyl-2-oxo-1,3-benzodiazol-4-yl]ethynyl}piperidine-1-carboxylic acid phenylmethyl ester